CC1(CCN(CC1)C=1OC2=C(C=C(C=C2C(C1C=O)=O)C)[C@@H](C)NC1=C(C(=O)OC(C)(C)C)C=CC=C1)C tert-butyl (R)-2-((1-(2-(4,4-dimethylpiperidin-1-yl)-3-formyl-6-methyl-4-oxo-4H-chromen-8-yl)ethyl)amino)benzoate